diazaspiro[3.3]Heptane N1NCC12CCC2